ClC1=CC=C(C=C1)C(C)NC(=O)C=1C=C2/C(/C(NC2=CC1)=O)=C/C=1NC(=C(C1C)[N+](=O)[O-])C (Z)-N-(1-(4-chlorophenyl)ethyl)-3-((3,5-dimethyl-4-nitro-1H-pyrrol-2-yl)methylene)-2-oxoindoline-5-carboxamide